C(C)(C)(C)C1=CN=C(S1)C1CC(CC1)C1=CC(=NN1)N 5-(3-(5-(tert-butyl)thiazol-2-yl)cyclopentyl)-1H-pyrazol-3-amine